C(C)C=1N=C(OC1C=1C=C(C(=O)O)C=C(C1)F)C 3-(4-ethyl-2-methyloxazol-5-yl)-5-fluorobenzoic acid